4,4,5,5-tetrafluoro-3-hydroxy-3-methyl-N-((S)-1-(3-(trifluoromethoxy)phenyl)ethyl)pentanamide FC(C(CC(=O)N[C@@H](C)C1=CC(=CC=C1)OC(F)(F)F)(C)O)(C(F)F)F